ClC1=NC2=C(OC3=C1C=C(C=C3)C(F)(F)F)C=CC(=C2)F 11-Chloro-8-fluoro-2-(trifluoromethyl)dibenzo[b,f][1,4]oxazepine